2-[(6-amino-5-nitropyrimidin-4-yl)amino]-5-(hydroxymethyl)oxolane-3,4-diol NC1=C(C(=NC=N1)NC1OC(C(C1O)O)CO)[N+](=O)[O-]